ClC(C1=NC(=NO1)C1=CC=C(C=C1)C(CS(=O)(=O)C)=O)(F)F 1-(4-(5-(chlorodifluoromethyl)-1,2,4-oxadiazol-3-yl)phenyl)-2-(methylsulfonyl)ethan-1-one